ClC1=CC(=NC=C1)CNS(=O)C(C)(C)C (+)-N-((4-chloropyridin-2-yl)methyl)-2-methylpropane-2-sulfinamide